C(C)C1=NNC2=CC=C(C=C12)C1=C(N=C2N1N=C(C=C2C)N2C[C@@H](O[C@@H](C2)C)C)C (2S,6R)-4-(3-(3-ethyl-1H-indazol-5-yl)-2,8-dimethylimidazo[1,2-b]pyridazin-6-yl)-2,6-dimethylmorpholine